C(N)(=O)C1(COCC1)C1=CC=C(C=C1)C(C(=O)OCC)CCC (±)-ethyl 2-[4-(3-carbamoyltetrahydrofuran-3-yl)phenyl]pentanoate